C(C)S(=O)(=O)[O-].[Na+].OCCN1CCNCC1 4-hydroxyethyl-piperazine sodium ethanesulfonate